[Cl-].C[NH+]1CCOCC1 4-methyl-morpholinium chloride salt